8-aminoquinoline-2-carboxylic acid NC=1C=CC=C2C=CC(=NC12)C(=O)O